FC1=C(C=CC=C1CCN[C@@H]([C@H]1CNC2=C(N1)N=CC=C2)C2=CC=CC=C2)C(C(=O)O)(C)C 2-(2-fluoro-3-(2-(((R)-phenyl((R)-1,2,3,4-tetrahydropyrido[2,3-b]pyrazin-3-yl)methyl)amino)ethyl)phenyl)-2-methylpropanoic acid